C1(CC1)C1=NNC(=C1)NC([C@H](C)C=1C=NN(C1)C=1N=C(SC1)C)=O (R)-N-(3-cyclopropyl-1H-pyrazol-5-yl)-2-(1-(2-methylthiazol-4-yl)-1H-pyrazol-4-yl)propanamide